4-{4-[Difluoro(phenyl)methyl]-2,6-dioxo-3,6-dihydropyrimidin-1(2H)-yl}-5-methoxy-2-(2-methylphenoxy)benzonitrile FC(C=1NC(N(C(C1)=O)C1=CC(=C(C#N)C=C1OC)OC1=C(C=CC=C1)C)=O)(C1=CC=CC=C1)F